ClC1=C(C=C(C=C1)[C@@H](CN(C)C)NS(=O)(=O)C1=CC=C(C=C1)OC(F)(F)F)F (S)-N-(1-(4-chloro-3-fluorophenyl)-2-(dimethylamino)ethyl)-4-(trifluoromethoxy)benzenesulfonamide